(S)-N-((S)-1-(3-(difluoromethoxy)phenyl)butyl)-3-hydroxy-4,4-dimethylpentanamide FC(OC=1C=C(C=CC1)[C@H](CCC)NC(C[C@@H](C(C)(C)C)O)=O)F